NC=1C2=C(N=CN1)N(C(=C2C=2C=NC(=NC2)C(F)F)C#N)[C@H](C)C=2C=NN(C2)C2=C(C=CC=C2)F 4-amino-5-[2-(difluoromethyl)pyrimidin-5-yl]-7-{(1R)-1-[1-(2-fluorophenyl)-1H-pyrazol-4-yl]ethyl}-7H-pyrrolo[2,3-d]pyrimidine-6-carbonitrile